(R)-N-(2-fluoro-3-hydroxy-3-methylbutyl)-4-(isopropylamino)-6-(pyridin-4-yl)pyrrolo[1,2-b]pyridazine-3-carboxamide F[C@H](CNC(=O)C1=C(C=2N(N=C1)C=C(C2)C2=CC=NC=C2)NC(C)C)C(C)(C)O